Cl.FCC1(CCC1)N 1-(fluoromethyl)cyclobutylamine hydrochloride